ClC(C(=O)[O-])(F)F.[Na+].C(C)(=O)N[C@@H](CCCNC(N)=N)C(=O)NCCC1=CNC2=CC=CC=C12 acetyl-arginyl-tryptamine sodium 2-chloro-2,2-difluoroacetate